ClC=1C=C(C=C2C(=C(C=NC12)C#N)NCC(C)(C)C)N[C@@H](C1=C2C=CN(C(C2=CC=C1)=O)C)C=1N=NN(C1)C1CCC1 (S)-8-chloro-6-(((1-cyclobutyl-1H-1,2,3-triazol-4-yl)(2-methyl-1-oxo-1,2-dihydroisoquinolin-5-yl)methyl)amino)-4-(neopentylamino)quinoline-3-carbonitrile